N-(4-hydroxymethyl-2-iodo-phenyl)-acetamide OCC1=CC(=C(C=C1)NC(C)=O)I